O=S1(CCN(CC1)C1=C(C(=O)O)C=CC=C1)=O 2-(1,1-dioxothiomorpholino)benzoic acid